4-amino-3,3-dimethylbutyldimethoxymethylmethylsilane NCC(CC[SiH](C)C(OC)OC)(C)C